4-(4-aza-6-indanylamino)-2-[3-methoxy-4-(3-piperidinopropoxy)phenylamino]pyrimidine C1CCC2=NC=C(C=C12)NC1=NC(=NC=C1)NC1=CC(=C(C=C1)OCCCN1CCCCC1)OC